OC=1C=C2C=CC(=CC2=CC1)/C=C/C1=CC(CC(C1)(C)C)C(C#N)C#N (E)-2-(3-(2-(6-hydroxynaphthalene-2-yl)vinyl)-5,5-dimethylcyclohex-2-en-1-yl)malononitrile